BrC(C)C1=NC=NN1C1=NC=C(C=N1)OCC(F)F 2-[5-(1-bromoethyl)-1,2,4-triazol-1-yl]-5-(2,2-difluoroethoxy)pyrimidine